hexahydro-1λ6-thiopyran-1-oxide formate salt C(=O)O.[SH2]1(CCCCC1)=O